(2S,3R,4R,5S)-N-(2-((R)-1,2-dihydroxyethyl)pyrimidin-5-yl)-3-(2-methoxy-3-(trifluoromethyl)phenyl)-4,5-dimethyl-5-(trifluoromethyl)tetrahydrofuran-2-carboxamide O[C@@H](CO)C1=NC=C(C=N1)NC(=O)[C@H]1O[C@@]([C@@H]([C@@H]1C1=C(C(=CC=C1)C(F)(F)F)OC)C)(C(F)(F)F)C